(1-(2-(1,3-dioxolan-2-yl)-4-fluorophenyl)-3-fluoro-1H-pyrazol-5-yl)(1-ethyl-1H-pyrazol-4-yl)methanol O1C(OCC1)C1=C(C=CC(=C1)F)N1N=C(C=C1C(O)C=1C=NN(C1)CC)F